((3aR,4R,6R,6aR)-6-(6-chloro-4-(methoxyamino)-1H-pyrazolo[3,4-d]pyrimidin-1-yl)-2,2-dimethyltetrahydrofuro[3,4-d][1,3]dioxol-4-yl)methanol ClC1=NC(=C2C(=N1)N(N=C2)[C@@H]2O[C@@H]([C@@H]1[C@H]2OC(O1)(C)C)CO)NOC